1-[({1-[5-(difluoromethyl)(1,3,4-thiadiazol-2-yl)]-4-(6-methoxypyrimidin-4-yl)-1H-indazol-6-yl}sulfonyl)amino]cyclopropanecarbonitrile FC(C1=NN=C(S1)N1N=CC2=C(C=C(C=C12)S(=O)(=O)NC1(CC1)C#N)C1=NC=NC(=C1)OC)F